C(#N)C(CCO)N(C(=O)C1=NN(C=2N(C([C@H]([C@H](C21)C2=CC=C(C=C2)F)NC(C2=CC(=CC=C2)C(F)(F)F)=O)=O)CC)C2=CC=CC=C2)C (4S,5S)-N-(1-cyano-3-hydroxypropyl)-7-ethyl-4-(4-fluorophenyl)-N-methyl-6-oxo-1-phenyl-5-[3-(trifluoromethyl)benzamido]-4H,5H-pyrazolo[3,4-b]pyridine-3-carboxamide